C(C=C)(=O)N1C(CN(CC1)C1=NC(=NC=2CC(CCC12)N1CCC2=CC=CC=C12)OCC1=CC(=CC=C1)N)CC#N 2-(1-acryloyl-4-(2-((3-aminobenzyl)oxy)-7-(indolin-1-yl)-5,6,7,8-tetrahydroquinazolin-4-yl)piperazin-2-yl)acetonitrile